2-(cyanomethyl)-4-(6-((1-(methoxycarbonyl)-1,2,3,4-tetrahydronaphthalen-1-yl)methyl)-2-(((S)-1-Methylpyrrolidin-2-yl)methoxy)-5-nitropyrimidin-4-yl)piperazine-1-carboxylate C(#N)CC1N(CCN(C1)C1=NC(=NC(=C1[N+](=O)[O-])CC1(CCCC2=CC=CC=C12)C(=O)OC)OC[C@H]1N(CCC1)C)C(=O)[O-]